C1(CC1)N1C=C(C=2N=C(N=CC21)SCC=2C=CC(=C(C2)CC(=O)O)F)C2CC(CC2)(F)F (+)-2-(5-(((5-cyclopropyl-7-(3,3-difluorocyclopentyl)-5H-pyrrolo[3,2-d]pyrimidin-2-yl)thio)methyl)-2-fluorophenyl)acetic acid